C(C)OCC1CC(=NO1)CNC(=O)C1=NC=CC2=CC=CC=C12 5-(ethoxymethyl)-3-((isoquinoline-1-carboxamido)methyl)-4,5-dihydroisoxazole